(Z)-6-carbamoyl-2-((4-ethyloxazole-5-carbonyl)-imino)-4-methoxybenzo[d]thiazol C(N)(=O)C1=CC2=C(N/C(/S2)=N/C(=O)C2=C(N=CO2)CC)C(=C1)OC